N1=CNC=2C=NC=C(C21)C(=O)NCC=2OC1=C(C2)C=C(C=C1C(=O)OC)C Methyl 2-((3H-imidazo[4,5-c]pyridine-7-carboxamido)methyl)-5-methylbenzofuran-7-carboxylate